FC1=CC=C(C=C1)NS(=O)(=O)C1=CC(=C(C=C1)C)C(=O)N1C(CC2=CC=CC=C12)C N-(4-fluorophenyl)-4-methyl-3-(2-methylindoline-1-carbonyl)benzenesulfonamide